(R)-2-methyl-N-[(1E)-{5-methyl-4H,6H,7H-pyrazolo[1,5-a]pyrazin-2-yl}methylidene]propane-2-sulfinamide CC(C)(C)[S@@](=O)/N=C/C1=NN2C(CN(CC2)C)=C1